FC1([C@@H](C1)C(=O)N1[C@H]2CN(C[C@@H]1CC2)C2=NC(=NC=C2)NC=2C=NN(C2)C[C@@H](C)O)F ((S)-2,2-Difluorocyclopropyl)((1R,5S)-3-(2-((1-((R)-2-hydroxypropyl)-1H-pyrazol-4-yl)amino)pyrimidin-4-yl)-3,8-diazabicyclo[3.2.1]octan-8-yl)methanone